chloro-4-iodo-2,6-dimethoxypyridine ClC=1C(=NC(=CC1I)OC)OC